zinc-manganese silicate [Si]([O-])([O-])([O-])[O-].[Mn+2].[Zn+2]